C(C=C)(=O)N1C[C@H](CC1)N1N=C(C=2C(=NC=C(C21)Cl)N)C#CC=2C=C(C(=O)NCC(C)C)C=C(C2)OC (S)-3-((1-(1-acryloylpyrrolidin-3-yl)-4-amino-7-chloro-1H-pyrazolo[4,3-c]pyridin-3-yl)ethynyl)-N-isobutyl-5-methoxybenzamide